IC=1C=C(N)C=CC1C 3-iodo-4-methyl-aniline